(R)-N2-(cycloheptylmethyl)-N4-(1-cyclopropylethyl)-8-(1,2,3,6-tetrahydropyridin-4-yl)quinazoline-2,4-diamine C1(CCCCCC1)CNC1=NC2=C(C=CC=C2C(=N1)N[C@H](C)C1CC1)C=1CCNCC1